ClC1=CC=C(C=C1)/C=C/C(=O)C=1C(=CC2=C(C=CC(O2)(C)C)C1O)OC (E)-3-(4-chlorophenyl)-1-(5-hydroxy-7-methoxy-2,2-dimethyl-2H-benzopyran-6-yl)prop-2-en-1-one